C(N)(OC1[C@@H](N(CCC1)C=1C2=C(N=C(N1)OC[C@]13CCCN3C[C@@H](C1)F)C(=C(N=C2)C2=CC(=CC1=CC=CC=C21)O)F)C(C)(C)C)=O tert-butyl-((S)-1-(8-fluoro-2-(((2R,7aS)-2-fluorohexahydro-1H-pyrrolizin-7a-yl) methoxy)-7-(3-hydroxynaphthalen-1-yl) pyrido[4,3-d]pyrimidin-4-yl) piperidin-3-yl) carbamate